tert-butyl 6-(8-(benzo[d]thiazol-2-ylcarbamoyl)-3,4-dihydroisoquinolin-2(1H)-yl)-3-(3-(((1r,4r)-4-(3-ethoxy-2,2-difluoro-3-oxopropyl)cyclohexyl)oxy)-2-methylphenyl)picolinate S1C(=NC2=C1C=CC=C2)NC(=O)C=2C=CC=C1CCN(CC21)C2=CC=C(C(=N2)C(=O)OC(C)(C)C)C2=C(C(=CC=C2)OC2CCC(CC2)CC(C(=O)OCC)(F)F)C